NC=1N=C(C2=C(N1)C=CN(C2=O)CC2=C(C=C(C=C2)C(=O)N2CCN(CC2)C)OC)N[C@H](C)CCC (R)-2-amino-6-(2-methoxy-4-(4-methylpiperazine-1-carbonyl)benzyl)-4-(pentan-2-yl-amino)pyrido[4,3-d]pyrimidin-5(6H)-one